CC1=CC(=CC=C1)C(C)C 1-methyl-3-(1-methylethyl)benzene